5-Methyl-2-(4,4,5,5-tetramethyl-1,3,2-dioxaborolan-2-yl)-1,3-thiazole CC1=CN=C(S1)B1OC(C(O1)(C)C)(C)C